N-(6-(1-methyl-1H-1,2,3-triazol-5-yl)isoquinolin-3-yl)azetidine-3-carboxamide CN1N=NC=C1C=1C=C2C=C(N=CC2=CC1)NC(=O)C1CNC1